FC=1C=C(C=CC1)C1=NC(=NO1)C1=C(C(=O)O)C=CC=C1 (5-(3-fluorophenyl)-1,2,4-oxadiazol-3-yl)benzoic acid